COC1=CC=C(C=C1)C(\C=C\C=C\C1=CC=CC=C1)=O (2e,4e)-1-(4-methoxyphenyl)-5-phenylpentan-2,4-dien-1-one